2-Methoxy-4-((2S)-1-((5-methoxy-7-methyl-1H-indol-4-yl)methyl)-4-(3,3,3-trifluoropropyl)piperazin-2-yl)benzoic acid COC1=C(C(=O)O)C=CC(=C1)[C@@H]1N(CCN(C1)CCC(F)(F)F)CC1=C2C=CNC2=C(C=C1OC)C